FCC1=CC=C(C=C1)C=1C=C(C(N(N1)C=1C=NN(C1)C)=O)C(=O)O 6-[4-(Fluoromethyl)phenyl]-2-(1-methyl-1H-pyrazol-4-yl)-3-oxo-2,3-dihydropyridazine-4-carboxylic acid